N-((cis)-3-(5-chloro-2-cyanophenyl)cyclobutyl)-1-((R or S)-1-(5-fluoro-6-((1R,5S)-2-oxo-3-azabicyclo[3.1.0]hexan-3-yl)pyridin-3-yl)ethyl)-1H-1,2,3-triazole-4-carboxamide ClC=1C=CC(=C(C1)[C@H]1C[C@H](C1)NC(=O)C=1N=NN(C1)[C@H](C)C=1C=NC(=C(C1)F)N1C([C@@H]2C[C@@H]2C1)=O)C#N |o1:19|